O[C@@H](CC(=O)O)CCCCCCCCCCCCCCCCC (R)-3-hydroxyicosanoic acid